2-methoxycyclopropyl-dimethylphosphine COC1C(C1)P(C)C